benzyl-(2,2-dimethoxyethyl)amine C(C1=CC=CC=C1)NCC(OC)OC